CC1(OB(OC1(C)C)C1=CC=C2CNC(C2=C1)=O)C 6-(4,4,5,5-tetramethyl-1,3,2-dioxaborolane-2-yl)isoindolin-1-one